(M)-4-(2-chlorophenyl)-6,6-dimethyl-2-(2-(2-propenoyl)-2,6-diazaspiro[3.4]octan-6-yl)-6,7-dihydro-5H-cyclopenta[b]pyridine-3-carbonitrile ClC1=C(C=CC=C1)C1=C2C(=NC(=C1C#N)N1CC3(CN(C3)C(C=C)=O)CC1)CC(C2)(C)C